N-(2,4-Dimethoxybenzyl)-5-nitro-2-[4-(2-oxoethyl)-1H-pyrazol-1-yl]benzenesulfonamide COC1=C(CNS(=O)(=O)C2=C(C=CC(=C2)[N+](=O)[O-])N2N=CC(=C2)CC=O)C=CC(=C1)OC